C=1(N=CN2C1C=CC=C2)C2=NN=CO2 5-(imidazo[1,5-a]pyridin-1-yl)-1,3,4-oxadiazol